3'-((1,3-dimethyl-1H-indazol-6-yl)oxy)-3-ethyl-N-(piperidin-4-yl)-[biphenyl]-4-carboxamide CN1N=C(C2=CC=C(C=C12)OC=1C=C(C=CC1)C1=CC(=C(C=C1)C(=O)NC1CCNCC1)CC)C